C(C1=CC=CC=C1)OC(=O)N1C[C@H](CCC1)NC1=NC=CC(=N1)C=1C(=NC=CC1)F.CN(CCN(C1=C(C=C(C(=N1)OC)NC(C)=O)[N+](=O)[O-])C)C N-(6-((2-(dimethylamino)ethyl)(methyl)amino)-2-methoxy-5-nitro-pyridin-3-yl)acetamide Benzyl-(3S)-3-((4-(2-fluoro-3-pyridyl)pyrimidin-2-yl)amino)piperidine-1-carboxylate